4-(2,4-difluorobenzyl)-6,7,8,9-tetrahydroimidazo[1,2-a]pyrido[3,4-e]pyrimidine-5(4H)-one FC1=C(CN2C=3N(C4=C(C2=O)CNCC4)C=CN3)C=CC(=C1)F